FC=1C=C(COC2=NC(N3C(N4[C@@]5(CO[C@H](C4)C5)C3)=C2)=O)C=C(C1OC1=CC=CC=C1)F (3S,11aR)-7-((3,5-difluoro-4-phenoxybenzyl)oxy)-3,4-dihydro-1H,9H,11H-3,11a-methanopyrimido[6',1':2,3]imidazo[5,1-c][1,4]oxazin-9-one